1,2,4-trimethylbenzene-methanol CC1(C(C=C(C=C1)C)C)CO